3-(2,2,2-trifluoroacetamido)picolinamide FC(C(=O)NC=1C(=NC=CC1)C(=O)N)(F)F